(S)-5-((((6-(2-chloro-3-(3-chloro-2-(1-methyl-3-(((((S)-oxetan-2-yl)methyl)amino)methyl)-1H-indazol-6-yl)pyridin-4-yl)phenyl)-2-methoxypyridin-3-yl)methyl)amino)methyl)pyrrolidin-2-one ClC1=C(C=CC=C1C1=C(C(=NC=C1)C1=CC=C2C(=NN(C2=C1)C)CNC[C@H]1OCC1)Cl)C1=CC=C(C(=N1)OC)CNC[C@@H]1CCC(N1)=O